C(C)(C)(C)OC(/C=C/OC1=C(C=CC=C1)C=1C(=C(C=CC1)CC1N(CCCC1=O)C(=O)OC(C)(C)C)F)=O tert-butyl 2-[[3-[2-[(E)-3-tert-butoxy-3-oxo-prop-1-enoxy] phenyl]-2-fluoro-phenyl] methyl]-3-oxo-piperidine-1-carboxylate